ClC=1C(=NC(=NC1)NC=1C=NN(C1)C1CCNCC1)OC=1C=C(C=CC1)NC(=O)C1C(C1)(F)F N-(3-((5-chloro-2-((1-(piperidin-4-yl)-1H-pyrazol-4-yl)amino)pyrimidin-4-yl)oxy)phenyl)-2,2-difluorocyclopropane-1-carboxamide